FC=1C=C2C(=NC(=NC2=C(C1C1=CC(=CC2=CC=CC(=C12)F)O)F)OC[C@]12CCCN2C[C@@H](C1)F)N1C[C@@]2(CC[C@H](C1)N2)C 4-(6,8-difluoro-2-(((2R,7aS)-2-fluoro-tetrahydro-1H-pyrrolizin-7a(5H)-yl)meth-oxy)-4-((1S,5R)-1-methyl-3,8-diaza-bicyclo[3.2.1]octan-3-yl)quinazolin-7-yl)-5-fluoronaphthalen-2-ol